[O-]O.C(C)(C)(CCC)C1=C(C=CC=C1)C(C)C Tert-hexylcumene hydroperoxide